2-(2,6-dioxopiperidin-3-yl)-5-fluoro-6-(5-(piperidin-4-ylmethyl)-2,5-diazabicyclo[2.2.1]heptan-2-yl)isoindoline-1,3-dione O=C1NC(CCC1N1C(C2=CC(=C(C=C2C1=O)F)N1C2CN(C(C1)C2)CC2CCNCC2)=O)=O